4-(trimethoxysilylmethyl)tetrahydro-1,4-oxazine CO[Si](OC)(OC)CN1CCOCC1